calcium dimaleate C(\C=C/C(=O)[O-])(=O)[O-].C(\C=C/C(=O)[O-])(=O)[O-].[Ca+2].[Ca+2]